[O-]CC.C[Al+]C dimethylaluminum ethoxide